(3-(3,5-dimethoxyphenyl)-7-(pentylamino)-1,8-naphthyridin-2-yl)benzamide COC=1C=C(C=C(C1)OC)C=1C(=NC2=NC(=CC=C2C1)NCCCCC)C1=C(C(=O)N)C=CC=C1